(2-fluoro-3-(5-fluoro-6-(3-methylazetidin-1-yl)pyridin-3-yl)phenyl)methanol altronate O=C([C@@H](O)[C@H](O)[C@H](O)[C@H](O)CO)OCC1=C(C(=CC=C1)C=1C=NC(=C(C1)F)N1CC(C1)C)F